(N-[4-amino-5-(3-hydroxyisoxazole-5-carbonyl)thiazol-2-yl]-4-fluoro-anilino)propanamide NC=1N=C(SC1C(=O)C1=CC(=NO1)O)N(C1=CC=C(C=C1)F)C(C(=O)N)C